1-(6-cyclopropyl-4-(1,2,2,2-tetrafluoro-1-(4-methyl-4H-1,2,4-triazol-3-yl)ethyl)pyridin-2-yl)-6-fluoro-4-(((R)-2-methylmorpholinyl)methyl)benzo[cd]indol-2(1H)-one C1(CC1)C1=CC(=CC(=N1)N1C(C2=C3C(C(=CC=C13)F)=CC(=C2)CN2C[C@H](OCC2)C)=O)C(C(F)(F)F)(C2=NN=CN2C)F